ClC=1C=C(C=CC1F)NC(N([C@H](C)C1=CNC(C2=CC=CC=C12)=O)CCCCO)=O |r| Racemic-3-(3-chloro-4-fluorophenyl)-1-(4-hydroxybutyl)-1-(1-(1-oxo-1,2-dihydroisoquinolin-4-yl)ethyl)urea